COP(=O)(OC)C(C)(O)P(OC1=C(C(=CC(=C1)CCCCC)O)C1=CC(=CC=C1)C)(OC)=O 6-hydroxy-3'-methyl-4-pentyl-[1,1'-biphenyl]-2-yl methyl (1-(dimethoxyphosphoryl)-1-hydroxyethyl)phosphonate